FC(C(=O)O)(F)F.CC1=CC=2N(C=C1NC(=O)N1CCC=3C1=NC=CC3N3C[C@@H](NCC3)C)N=CN2 (S)-N-(7-methyl-[1,2,4]triazolo[1,5-a]pyridin-6-yl)-4-(3-methylpiperazin-1-yl)-2,3-dihydro-1H-pyrrolo[2,3-b]pyridine-1-carboxamide 2,2,2-trifluoroacetate